6-(((1-(2,6-dioxopiperidin-3-yl)-2-oxo-1,2-dihydrobenzo[cd]indol-6-yl)methyl)(methyl)amino)-N,N-diisopropylhexanamide O=C1NC(CCC1N1C(C2=C3C(C(=CC=C13)CN(CCCCCC(=O)N(C(C)C)C(C)C)C)=CC=C2)=O)=O